N-(4-(2-(((1R,4R)-4-(dimethylamino)-3-hydroxycyclohexyl)amino)-8-isopropyl-7-oxo-7,8-dihydropyrido[2,3-d]pyrimidin-6-yl)-2,6-difluorophenyl)-3,3,3-trifluoropropane-1-sulfonamide CN([C@H]1C(C[C@@H](CC1)NC=1N=CC2=C(N1)N(C(C(=C2)C2=CC(=C(C(=C2)F)NS(=O)(=O)CCC(F)(F)F)F)=O)C(C)C)O)C